COC1=C(C=CC=C1C1=NN(N=C1)C)NC1=C(N=NC(=C1)NC1=NC=CC=C1)C(=O)NC([2H])([2H])[2H] 4-{[2-methoxy-3-(2-methyl-2H-1,2,3-triazol-4-yl)phenyl]amino}-N-(2H3)methyl-6-[(pyridin-2-yl)amino]pyridazine-3-carboxamide